tert-Butyl (2-(cyclohexylthio)-9-((3aR,3bR,4aS,5R,5aS)-2,2-dimethyl-3b-((trityloxy)methyl)hexahydrocyclopropa[3,4]cyclopenta[1,2-d][1,3]dioxol-5-yl)-9H-purin-6-yl)carbamate C1(CCCCC1)SC1=NC(=C2N=CN(C2=N1)[C@@H]1[C@@H]2[C@]([C@@H]3[C@H]1OC(O3)(C)C)(C2)COC(C2=CC=CC=C2)(C2=CC=CC=C2)C2=CC=CC=C2)NC(OC(C)(C)C)=O